4-(2-methyl-2-(4-nitrophenyl)propionyl)piperazine-1-carboxylic acid tert-butyl ester C(C)(C)(C)OC(=O)N1CCN(CC1)C(C(C)(C1=CC=C(C=C1)[N+](=O)[O-])C)=O